5,6-dichloro-3-(3,5-dibromo-4-(2-hydroxyethoxy)benzylidene)indolin-2-one ClC=1C=C2C(C(NC2=CC1Cl)=O)=CC1=CC(=C(C(=C1)Br)OCCO)Br